{1-[2-(4-chloro-phenoxy)-1-methyl-ethoxyimino]-propyl}-5-(2-ethylsulfanyl-propyl)-3-hydroxy-cyclohex-2-enone ClC1=CC=C(OCC(ON=C(CC)C=2C(CC(CC2O)CC(C)SCC)=O)C)C=C1